C(N)(=O)C=1C=C2C(=NC1OC1CC3(CC(C3)NC(=O)C=3SC(=NN3)C3=CC=C(C=C3)C(F)(F)F)C1)N(N=C2)C N-[(4s)-6-({5-carbamoyl-1-methyl-1H-pyrazolo[3,4-b]pyridin-6-yl}oxy)spiro[3.3]heptan-2-yl]-5-[4-(trifluoromethyl)phenyl]-1,3,4-thiadiazole-2-carboxamide